S1C(=NC2=C1C=CC=C2)CN2CCN(CC2)C2=C(C#N)C=CC(=C2)OC2OCCCC2.[O].[Ti].[Cu] copper-titanium oxygen 2-(4-(benzo[d]thiazol-2-ylmethyl)piperazin-1-yl)-4-((tetrahydro-2H-pyran-2-yl)oxy)benzonitrile